O=C(C=CC=CCCCCCCCC(=O)O)CCCCC 13-oxo-9,11-octadecadienoic acid